C(C)(C)(C)OC(C1=CC=C(C=C1)NC(C(F)N1C=NC(=CC1=O)C1=C(C=CC(=C1)Cl)N1N=NC(=C1)Cl)=O)=O 4-(2-(4-(5-chloro-2-(4-chloro-1H-1,2,3-triazol-1-yl)phenyl)-6-oxopyrimidin-1(6H)-yl)-2-fluoroacetamido)benzoic acid tert-butyl ester